tert-Butyl 4-(5-(acetoxyamino)-2-(tert-butoxycarbonyl)-5-oxopentyl)benzoate C(C)(=O)ONC(CCC(CC1=CC=C(C(=O)OC(C)(C)C)C=C1)C(=O)OC(C)(C)C)=O